tert-butyl 2-(2-chloro-N-(2-((5-chloro-2-(4-chloro-1H-1,2,3-triazol-1-yl) phenyl) amino)-2-oxoethyl) acetamido)-3-cyclobutylpropionate ClCC(=O)N(CC(=O)NC1=C(C=CC(=C1)Cl)N1N=NC(=C1)Cl)C(C(=O)OC(C)(C)C)CC1CCC1